C(N)(=O)C1=CC=C(C=N1)NC(=O)C1=C(N=NC(=C1C)C(F)(F)F)OC1=C(C=C(C=C1)C#N)OC N-(6-carbamoyl-3-pyridyl)-3-(4-cyano-2-methoxy-phenoxy)-5-methyl-6-(trifluoromethyl)pyridazine-4-carboxamide